S(CCC(C(=O)[O-])CC1=CC(=C(C(=C1)C(C)(C)C)O)C(C)(C)C)CCC(C(=O)[O-])CC1=CC(=C(C(=C1)C(C)(C)C)O)C(C)(C)C 2,2'-thiodiethylenebis[3-(3,5-di-tert-butyl-4-hydroxyphenyl) propionate]